[NH4+].N1=CC=CC(=C1)C1N(C)CCC1 nicotine, ammonium salt